(R)-2-(4-methyl-7-(piperidin-3-yl)-6,7-dihydro-5H-pyrrolo[2,3-c]pyridazin-3-yl)-5-(trifluoromethyl)phenol CC=1C2=C(N=NC1C1=C(C=C(C=C1)C(F)(F)F)O)N(CC2)[C@H]2CNCCC2